4-fluoro-3-methyl-1H-pyrrole-2-carboxylic acid FC=1C(=C(NC1)C(=O)O)C